O[C@@H](C(=O)OCC)CN1N=C(N=C1)C Ethyl (2R)-2-hydroxy-3-(3-methyl-1H-1,2,4-triazol-1-yl)propanoate